COC1=C(C=C2C(=NC(=NC2=C1)C)N[C@H](C)C=1C(=C(C#N)C=CC1)C)N1CCNCC1 (R)-3-(1-((7-methoxy-2-methyl-6-(piperazin-1-yl)quinazolin-4-yl)amino)ethyl)-2-methylbenzonitrile